7-isopropoxy-2-(tetrahydro-2H-pyran-3-yl)imidazo[1,2-a]pyrimidine-6-carboxylic acid C(C)(C)OC1=NC=2N(C=C1C(=O)O)C=C(N2)C2COCCC2